2-[3-(5-amino-1-tert-butoxycarbonylpentyl)ureido]pentanedioic acid di-tert-butyl ester C(C)(C)(C)OC(C(CCC(=O)OC(C)(C)C)NC(=O)NC(CCCCN)C(=O)OC(C)(C)C)=O